O1CC(C1)N1CCN(CC1)C1=CC=C(C=C1)NC=1N=CC2=C(N1)N(C(C=C2C#C[Si](C(C)C)(C(C)C)C(C)C)=O)C2=CC=CC=C2 2-({4-[4-(Oxetan-3-yl)piperazin-1-yl]phenyl}amino)-8-phenyl-5-[2-(triisopropylsilyl)ethynyl]pyrido[2,3-d]pyrimidin-7-one